N1=CN=CC=2CN=CC3=C(C21)C=CC(=C3)C(=O)N 5H-pyrimido[5,4-d][2]benzazepine-9-carboxamide